BrC=1C=C(C=C(C1)OC(F)(F)F)NC(=O)NC1=C(C=CC(=C1)F)CCO 1-(3-bromo-5-trifluoromethoxyphenyl)-3-[5-fluoro-2-(2-hydroxyethyl)phenyl]urea